4-chloro-5-(p-tolyl)-1H-pyrrolo[2,3-b]Pyridine ClC1=C2C(=NC=C1C1=CC=C(C=C1)C)NC=C2